C1(=CC=CC=C1)C1CCC2=NC=3C(=NC(=CC3)C=3C=NC(=NC3)N3CCC(CC3)O)N21 1-(5-(8-phenyl-7,8-dihydro-6H-pyrrolo[2',1':2,3]imidazo[4,5-b]pyridin-2-yl)pyrimidin-2-yl)piperidin-4-ol